The molecule is the product resulting from the formal oxidative coupling of position 5 of 5H-dibenzo[a,d]cycloheptene with position 4 of 1-methylpiperidine resulting in the formation of a double bond between the two fragments. It is a sedating antihistamine with antimuscarinic and calcium-channel blocking actions. It is used (particularly as the hydrochloride sesquihydrate) for the relief of allergic conditions including rhinitis, conjunctivitis due to inhalant allergens and foods, urticaria and angioedema, and in pruritic skin disorders. Unlike other antihistamines, it is also a seratonin receptor antagonist, making it useful in conditions such as vascular headache and anorexia. It has a role as a H1-receptor antagonist, a serotonergic antagonist, an antipruritic drug, an anti-allergic agent and a gastrointestinal drug. It is a member of piperidines and a tertiary amine. CN1CCC(=C2C3=CC=CC=C3C=CC4=CC=CC=C42)CC1